CN(C)CC1=C(C=CC=C1)C1=CC=C(S1)[C@@H](C)NC1=NC(=NC2=CC3=C(C=C12)OCCO3)C (R)-N-(1-(5-(2-((dimethylamino)methyl)phenyl)thiophen-2-yl)ethyl)-2-Methyl-7,8-dihydro-[1,4]dioxino[2,3-g]quinazolin-4-amine